C(C)(C)(C)OC(=O)NC(C(=O)N1[C@@H]([C@H]2C([C@H]2C1)(C)C)C(=O)OC)C(C)(C)OCC methyl (1R,2S,5S)-3-(2-((tert-butoxycarbonyl)amino)-3-ethoxy-3-methylbutanoyl)-6,6-dimethyl-3-azabicyclo[3.1.0]hexane-2-carboxylate